3-allyl-2-phenyl-4H-chromen-4-one C(C=C)C1=C(OC2=CC=CC=C2C1=O)C1=CC=CC=C1